BrCCCCCCCCO 8-bromooctan-1-ol